O=C1N(C(CC1)=O)OC(=O)C1N(CC1C)C(=O)O.CC1=C(N=NC(=C1)C1=CC=CC=C1)S(=O)(=O)N1CCN(CC1)C1=NC=CC=N1 4-methyl-6-phenyl-3-((4-(pyrimidin-2-yl)piperazin-1-yl)sulfonyl)pyridazine (((2,5-dioxopyrrolidin-1-yl)oxy)carbonyl)-3-methylazetidine-1-carboxylate